FC1=C(C(=C2C=CNC2=C1)CCC(=O)O)OC1=CC(=C(C=C1)F)C=1NC(=CN1)C(C)(C)C1=CC=CC=C1 3-(6-Fluoro-5-(4-fluoro-3-(5-(2-phenylpropan-2-yl)-1H-imidazol-2-yl)phenoxy)-1H-indol-4-yl)propanoic acid